C(C1=C(C(=O)C2=CC=CC=C2)C=C(C(=C1O)O)O)C1=C(C(=O)C2=CC=CC=C2)C=C(C(=C1O)O)O methylenebis(trihydroxybenzophenone)